C1CC(=O)NC2=CC=CCC21 TETRAHYDROQUINOLONE